4-[1-[[4-[(3R)-3-(3-Chlorophenoxy)-1-piperidyl]tetrahydropyran-4-carbonyl]amino]cyclopropyl]benzoic acid, hydrochloride Cl.ClC=1C=C(O[C@H]2CN(CCC2)C2(CCOCC2)C(=O)NC2(CC2)C2=CC=C(C(=O)O)C=C2)C=CC1